N-[(3,5-Difluoropyridin-2-yl)methyl]-2-(3-ethyl[1,4'-bipiperidin]-1'-yl)-1,3-thiazole-5-carboxamide FC=1C(=NC=C(C1)F)CNC(=O)C1=CN=C(S1)N1CCC(CC1)N1CC(CCC1)CC